FC(C(=O)O)(F)F.NCCOCCOCCNC(=O)C=1C=C(C=CC1)NC(=O)C1=CC=C(CN(C(=O)C=2C=CC3=C(OCC(N3)=O)C2)C2CC2)C=C1 N-(4-((3-((2-(2-(2-aminoethoxy)ethoxy)ethyl)carbamoyl)phenyl)carbamoyl)benzyl)-N-cyclopropyl-3-oxo-3,4-dihydro-2H-benzo[b][1,4]oxazine-7-carboxamide 2,2,2-trifluoroacetate